FC1=CC(=C(C=C1)N1C2=C(C=CC1=O)C(N(C2)C2=CC=C(C=C2)F)=O)OC 1-(4-fluoro-2-methoxyphenyl)-6-(4-fluorophenyl)-6,7-dihydro-1H-pyrrolo[3,4-b]pyridine-2,5-dione